(R)-1-(3-(2-(6-((3R,5R)-3-Amino-5-fluoropiperidine-1-carbonyl)-4-methoxy-3-methylpyrazolo[1,5-a]pyridin-2-yl)-1-(cyclopropylmethyl)-1H-indol-7-yl)azetidin-1-yl)-2-methoxypropan-1-one N[C@H]1CN(C[C@@H](C1)F)C(=O)C=1C=C(C=2N(C1)N=C(C2C)C=2N(C1=C(C=CC=C1C2)C2CN(C2)C([C@@H](C)OC)=O)CC2CC2)OC